({3-[2-tert-butyl-5-(2-chloropyrimidin-4-yl)-1,3-thiazol-4-yl]-2-fluorophenyl}sulfamoyl)(ethyl)methylamine C(C)(C)(C)C=1SC(=C(N1)C=1C(=C(C=CC1)NS(=O)(=O)N(C)CC)F)C1=NC(=NC=C1)Cl